beta-octoxy-5,6alpha-epoxycholestane CC(CCCCCC)OCC(C)CCC[C@@H](C)[C@H]1CC[C@H]2[C@@H]3C[C@H]4C5(CCCC[C@]5(C)[C@H]3CC[C@]12C)O4